C1=NC=CC2=CC(=CC=C12)NC(C[C@H]1C[C@H](N(C1)C=1C2=C(N=C(N1)C)C1=C(O2)C=CC=C1)C(=O)O)=O (2S,4R)-4-(2-(isoquinolin-6-ylamino)-2-oxoethyl)-1-(2-methylbenzofuro[3,2-d]pyrimidin-4-yl)pyrrolidine-2-carboxylic acid